(1R,2S,5S)-N-[cyano(phthalazin-1-yl)methyl]-6,6-dimethyl-3-[(2S)-3-methyl-2-[(2-tetrahydropyran-4-ylacetyl)amino]butanoyl]-3-azabicyclo[3.1.0]hexane-2-carboxamide C(#N)C(NC(=O)[C@@H]1[C@H]2C([C@H]2CN1C([C@H](C(C)C)NC(CC1CCOCC1)=O)=O)(C)C)C1=NN=CC2=CC=CC=C12